N-(3-(5-(2-((2,2-Dioxido-2-thiaspiro[3.3]heptan-6-yl)amino)pyrimidin-4-yl)-2-(2-hydroxypropan-2-yl)thiazol-4-yl)-2-fluorophenyl)-2,6-difluorobenzenesulfonamide O=S1(CC2(C1)CC(C2)NC2=NC=CC(=N2)C2=C(N=C(S2)C(C)(C)O)C=2C(=C(C=CC2)NS(=O)(=O)C2=C(C=CC=C2F)F)F)=O